COC1=CC=C(C=N1)N1N=C2C=3C=CN=C(CCCCC(C(NC2=C1)=O)C)C3 4-(6-methoxypyridin-3-yl)-9-methyl-3,4,7,15-tetraazatricyclo[12.3.1.02,6]Octadecan-1(18),2,5,14,16-pentaen-8-one